OC1=C(C(=O)OC2=CC=C(C=C2)NC(C)=O)C=CC=C1 (4-Acetamidophenyl) 2-hydroxybenzoate